Sodium 5-((S)-4-(((R)-tert-butylsulfinyl)amino)-4,6-dihydrospiro[cyclopenta[d]thiazole-5,4'-piperidine]-1'-yl)pyrazine-2-thiolate C(C)(C)(C)[S@@](=O)N[C@@H]1C=2N=CSC2CC12CCN(CC2)C=2N=CC(=NC2)[S-].[Na+]